O=C1NC(CCC1N1C(C2=CC=CC(=C2C1=O)OCC(=O)NCCCCCCCC(=O)O)=O)=O 8-(2-((2-(2,6-dioxopiperidin-3-yl)-1,3-dioxoisoindolin-4-yl)oxy)acetamido)octanoic acid